C(C)S(=O)(=O)C1=NN2C(N=CC=C2C2=CC(=NN2C)C(F)(F)F)=C1C1=NC=C(N=C1)OCC(C(F)(F)F)(F)F 2-(ethylsulfonyl)-7-(1-methyl-3-(trifluoromethyl)-1H-pyrazol-5-yl)-3-(5-(2,2,3,3,3-pentafluoropropoxy)pyrazin-2-yl)pyrazolo[1,5-a]pyrimidine